FC1=CC=CC=2NC(=NC21)C2=CC(=NN2C)NC(=O)C=2C=NC(=CC2)N2CCC(CC2)CO N-[5-(4-fluoro-1H-benzimidazol-2-yl)-1-methyl-pyrazol-3-yl]-6-[4-(hydroxymethyl)-1-piperidyl]pyridine-3-carboxamide